OCC1CC(C1)NCC1=CC=C(C=N1)C#CC1=CC=C(C=C1)C1=CC(=NO1)CN1C(=NC=C1)[C@H](C)O (S)-1-(1-((5-(4-((6-((((1s,3s)-3-(hydroxymethyl)cyclobutyl)amino)methyl)pyridin-3-yl)ethynyl)phenyl)isoxazol-3-yl)methyl)-1H-imidazol-2-yl)ethan-1-ol